ClC1=CC(=C(C=C1)C1=NC(=NC2=C1N=C(N(C2=O)C)C)C2C[C@H](OC(C2)C2=CC=CC=C2)C)F 8-(4-chloro-2-fluoro-phenyl)-2,3-dimethyl-6-[(2R)-2-methyl-6-phenyl-tetrahydropyran-4-yl]pyrimido[5,4-d]pyrimidin-4-one